(Z)-butane-2-enedinitrile C(\C=C/C#N)#N